C(C1=CC=CC=C1)N1[C@](C[C@H](C1)O)(C(=O)OC)C Methyl (2R,4R)-1-benzyl-4-hydroxy-2-methylpyrrolidine-2-carboxylate